CC1=CC(=C(COC2OCCCC2)C=C1[N+](=O)[O-])S(=O)(=O)C 2-((4-methyl-2-(methylsulfonyl)-5-nitrobenzyl)-oxy)tetrahydro-2H-pyran